CCCCCCCCCC(=O)OCC The molecule is a fatty acid ethyl ester of decanoic acid. It has a role as a metabolite. It is a fatty acid ethyl ester and a decanoate ester.